(8-((2s,5r)-4-benzyl-2,5-diethylpiperazin-1-yl)-6-(benzyloxy)imidazo[1,2-b]pyridazin-2-yl)methanol tert-Butyl-(S)-(1-(benzylamino)-4-bromo-1-oxobutan-2-yl)carbamate C(C)(C)(C)N(C(=O)OCC=1N=C2N(N=C(C=C2N2[C@H](CN([C@@H](C2)CC)CC2=CC=CC=C2)CC)OCC2=CC=CC=C2)C1)[C@H](C(=O)NCC1=CC=CC=C1)CCBr